1-(2-chlorophenyl)-4-(isoxazol-4-ylamino)-7-(trifluoromethoxy)-quinazolin-2(1H)-one ClC1=C(C=CC=C1)N1C(N=C(C2=CC=C(C=C12)OC(F)(F)F)NC=1C=NOC1)=O